FC1=CC=C(C=C1)C(CCCN1C[C@@H]2[C@@H](N3CCN(C=4C=CC=C2C34)C)CC1)=O 1-(4-fluorophenyl)-4-((6bR,10aS)-3-methyl-2,3,6b,9,10,10a-hexahydro-1H,7H-pyrido[3',4':4,5]pyrrolo[1,2,3-de]quinoxalin-8-yl)-butan-1-one